2-pyridylmethyl-[2-(2-pyridyl)ethyl]amine N1=C(C=CC=C1)CNCCC1=NC=CC=C1